N-vinylsuccinic acid imide C(=C)N1C(CCC1=O)=O